C(C)S(=O)(=O)CC=1C=CC(=C(C1)C=1C2=C(C(N(C1)C)=O)NC=C2)OC2CC(C2)OCC2CCNCC2 4-(5-((ethylsulfonyl)methyl)-2-((1r,3r)-3-(piperidin-4-ylmethoxy)cyclobutoxy)phenyl)-6-methyl-1,6-dihydro-7H-pyrrolo[2,3-c]pyridin-7-one